(1S,4s)-4-(2-((1R,3S)-3-hydroxycyclohexylamino)-8-(2,4,6-trifluorophenylamino)-9H-purin-9-yl)-1-methylcyclohexanecarboxamide O[C@@H]1C[C@@H](CCC1)NC1=NC=C2N=C(N(C2=N1)C1CCC(CC1)(C(=O)N)C)NC1=C(C=C(C=C1F)F)F